CB1OB(OB(O1)C)C 2,4,6-trimethylboroxine